(5-cyano-4-((2-methoxyethyl)amino)pyridin-2-yl)-5-formyl-1-cyclopentyl-1H-pyrrolo[3,2-b]pyridine-3-carboxamide C(#N)C=1C(=CC(=NC1)C1=C(C2=NC(=CC=C2N1C1CCCC1)C=O)C(=O)N)NCCOC